C(C)O[C@H]1C[C@H](C1)NC1=NN2C(C=N1)=C(C=C2)C=2C=NC=1N(C2)C(=CN1)C N-(cis-3-ethoxycyclobutyl)-5-(3-methylimidazo[1,2-a]pyrimidin-6-yl)pyrrolo[2,1-f][1,2,4]triazin-2-amine